(R)-5-(2-(dimethylamino)ethoxy)-2-methyl-N-(1-(3-(1-methyl-1H-pyrazol-4-yl)-5-(5-(trifluoromethyl)-1,2,4-oxadiazol-3-yl)phenyl)ethyl)benzamide CN(CCOC=1C=CC(=C(C(=O)N[C@H](C)C2=CC(=CC(=C2)C2=NOC(=N2)C(F)(F)F)C=2C=NN(C2)C)C1)C)C